3-(6-(4-azaspiro[2.5]oct-4-yl)pyrimidin-4-yl)-6-(trifluoromethyl)imidazo[1,2-b]pyridazine C1CC12N(CCCC2)C2=CC(=NC=N2)C2=CN=C1N2N=C(C=C1)C(F)(F)F